C1=CC=CC=2C3=CC=CC=C3C(C12)COC(=O)N1[C@H](C[C@H](C1)NC(C)=C1C(CC(CC1=O)(C)C)=O)C(=O)O (2R,4R)-1-(((9H-fluoren-9-yl)methoxy)carbonyl)-4-((1-(4,4-dimethyl-2,6-dioxocyclohexylidene)ethyl)amino)pyrrolidine-2-carboxylic acid